CC1=NN=C(C2=CC(=CC=C12)C(=O)OC)C methyl 1,4-dimethylphthalazine-6-carboxylate